C(#N)C1=CC=C(C=2N1N=CC2F)C2NC=CN(C2)CC 2-(7-cyano-3-fluoropyrazolo[1,5-a]pyridin-4-yl)-4-ethyl-1,2,3,4-Tetrahydropyrazin